C(C)NC(=O)C1=CC2=C(C(N(C=C2C(C)C2=CC=CC=C2)C)=O)N1 N-ethyl-6-methyl-7-oxo-4-(1-phenylethyl)-6,7-dihydro-1H-pyrrolo[2,3-c]pyridine-2-carboxamide